C(C)(C)(C)OC(=O)N1CC(CCC1)C(=O)O (t-butoxycarbonyl)piperidine-3-carboxylic acid